ClC1=CC=C(C=C1)C[C@@H](C(=O)N1[C@@H]([C@H]2C([C@H]2C1)(C)C)C(N[C@H](C=O)C[C@H]1C(NCC1)=O)=O)NC(OCC1=CC=CC=C1)=O benzyl ((S)-3-(4-chlorophenyl)-1-((1R,2S,5S)-6,6-dimethyl-2-(((S)-1-oxo-3-((S)-2-oxopyrrolidin-3-yl)propan-2-yl)carbamoyl)-3-azabicyclo[3.1.0]hexan-3-yl)-1-oxopropan-2-yl)carbamate